C(C)(=O)NC=1N=C2N(N=C(C=C2)C=2C=C(C(=NC2)OC)C(=O)NCC2=C(C=CC(=C2)C(F)(F)F)F)C1C 5-{2-acetamido-3-methylimidazo[1,2-b]pyridazin-6-yl}-N-{[2-fluoro-5-(trifluoromethyl)phenyl]methyl}-2-methoxypyridine-3-carboxamide